C1C(CC12CCNCC2)NC=2C=CC=1N(N2)C(=CN1)C1=CC(=CC=C1)C(F)(F)F N-(7-azaspiro[3.5]nonan-2-yl)-3-[3-(trifluoromethyl)phenyl]imidazo[1,2-b]pyridazin-6-amine